5-amino-4-(6-(((3R,4R)-1-(tert-butoxycarbonyl)-3-methylpiperidin-4-yl)amino)-1-methyl-1H-indazol-3-yl)-4-methyl-5-oxopentanoic acid NC(C(CCC(=O)O)(C)C1=NN(C2=CC(=CC=C12)N[C@H]1[C@@H](CN(CC1)C(=O)OC(C)(C)C)C)C)=O